C(C)(C)(C)OC(=O)N[C@@H]1CN(CC1)C1=CC(=NC=C1C(=O)OC)Cl methyl (S)-4-(3-((tert-butoxycarbonyl) amino) pyrrolidin-1-yl)-6-chloronicotinate